N[C@@H](CS)C(=O)O (+)-Cysteine